1-(((S)-oxetan-2-yl)methyl)-1H-thieno[2,3-d]imidazole-5-carboxylate O1[C@@H](CC1)CN1C=NC2=C1C=C(S2)C(=O)[O-]